BrC1=C(C=CC(=C1)Cl)NS(=O)(=O)NC(OC(C)(C)C)=O TERT-BUTYL N-[(2-BROMO-4-CHLOROPHENYL)SULFAMOYL]CARBAMATE